N-(4-chloro-5-methylisoxazol-3-yl)-2'-ethoxy-[1,1'-biphenyl]-2-sulfonamide ClC=1C(=NOC1C)NS(=O)(=O)C=1C(=CC=CC1)C1=C(C=CC=C1)OCC